C(C=C)N(CC=C)CP(O)(O)=O ((diallylamino)methyl)phosphonic acid